(1S,2S)-N-(6-(5-chloro-6-fluoro-7-(methylthio)-1H-indazol-4-yl)benzo[d]thiazol-2-yl)-2-fluorocyclopropane-1-carboxamide ClC=1C(=C2C=NNC2=C(C1F)SC)C1=CC2=C(N=C(S2)NC(=O)[C@H]2[C@H](C2)F)C=C1